2,3,4,5-tetrabromo-1-(1-methylcyclopropyl)pyrrole BrC=1N(C(=C(C1Br)Br)Br)C1(CC1)C